2-(4-Bromophenoxy)tetrahydro-2H-pyran BrC1=CC=C(OC2OCCCC2)C=C1